2-(2'-hydroxy-3'-dodecyl-5'-methylphenyl)-5-chlorobenzotriazole OC1=C(C=C(C=C1CCCCCCCCCCCC)C)N1N=C2C(=N1)C=CC(=C2)Cl